(S)-5,6-dichloro-1'-((R)-tetrahydrofuran-2-carbonyl)spiro[indoline-3,3'-pyrrolidin]-2-one ClC=1C=C2C(=CC1Cl)NC([C@]21CN(CC1)C(=O)[C@@H]1OCCC1)=O